COC1=NC=CC(=C1)/C(=C/C(=O)OCC)/C (e)-ethyl 3-(2-methoxypyridin-4-yl)but-2-enoate